NC1C2=CC=CC=C2CC12CCN(CC2)C=2C(=NC(=CN2)C2=C(C(=CC=C2)Cl)Cl)CO (3-(1-amino-1,3-dihydrospiro[inden-2,4'-piperidin]-1'-yl)-6-(2,3-dichlorophenyl)pyrazin-2-yl)methanol